N,N'-dimethacryloylpiperazine C(C(=C)C)(=O)N1CCN(CC1)C(C(=C)C)=O